OC(C#CC1=CC2=C(OCC(C(N2C)=O)NC(C2=CC=CC=C2)(C2=CC=CC=C2)C2=CC=CC=C2)C=C1)(C)C 7-(3-hydroxy-3-methylbut-1-yn-1-yl)-5-methyl-3-(tritylamino)-2,3-dihydrobenzo[b][1,4]oxazepin-4(5H)-one